Methyl 4-[4-(dibutoxymethyl)piperidin-1-yl]benzoate C(CCC)OC(C1CCN(CC1)C1=CC=C(C(=O)OC)C=C1)OCCCC